CC1=CC=C(C=C1)S(=O)(=O)OCC1(COC1)F (3-fluorooxetan-3-yl)methyl p-toluenesulfonate